[Ni]=S.[Te] tellurium-nickel sulphide